N-(4-chloroquinolin-8-yl)-4-isopropoxybenzamide ClC1=CC=NC2=C(C=CC=C12)NC(C1=CC=C(C=C1)OC(C)C)=O